4-amino-N-ethyl-3-fluorobenzenesulfonamide NC1=C(C=C(C=C1)S(=O)(=O)NCC)F